C(C)(C)(C)OC(=O)N1CC2(C1)OCNC2 5-oxa-2,7-diazaspiro[3.4]octane-2-carboxylic acid tert-butyl ester